CC1CCN(CC1)S(=O)(=O)NC1=CC=C2CCNC(C2=C1)=O 4-methyl-N-(1-oxo-1,2,3,4-tetrahydroisoquinolin-7-yl)piperidine-1-sulfonamide